N-{[4-(5-methyl-3-phenylisoxazol-4-yl)phenyl]sulfonyl}propanamide CC1=C(C(=NO1)C1=CC=CC=C1)C1=CC=C(C=C1)S(=O)(=O)NC(CC)=O